(s)-2-((1-(4,4-dimethyl-2,6-dioxocyclohexylidene)ethyl)amino)-3-(6-(piperazin-1-yl)pyridin-3-yl)propanoic acid CC1(CC(C(C(C1)=O)=C(C)N[C@H](C(=O)O)CC=1C=NC(=CC1)N1CCNCC1)=O)C